Di-(4-aminopiperidin-1-yl)(6-(phenylamino)pyridin-2-yl)methanone NC1CCN(CC1)C1=C(C(=NC(=C1)NC1=CC=CC=C1)C=O)N1CCC(CC1)N